4-(3,5-dichlorophenyl)-2-(morpholin-4-yl)-8-(1H-pyrazol-5-yl)-1,7-naphthyridine ClC=1C=C(C=C(C1)Cl)C1=CC(=NC2=C(N=CC=C12)C1=CC=NN1)N1CCOCC1